7-chloro-1-(pyridin-2-yl)quinazolin-2,4(1H,3H)-dione ClC1=CC=C2C(NC(N(C2=C1)C1=NC=CC=C1)=O)=O